3-(2-oxoethoxy)propanoate O=CCOCCC(=O)[O-]